1,2,2,6,6-pentamethyl-4-piperidinol CN1C(CC(CC1(C)C)O)(C)C